(R)-N-(1-(6-((4-chlorophenyl)amino)-2-morpholinopyrimidin-4-yl)ethyl)-5-methoxypicolinamide ClC1=CC=C(C=C1)NC1=CC(=NC(=N1)N1CCOCC1)[C@@H](C)NC(C1=NC=C(C=C1)OC)=O